5-benzyloxy-2-methoxy-pyridine-3-carboxylic acid methyl ester COC(=O)C=1C(=NC=C(C1)OCC1=CC=CC=C1)OC